1,3-bis-(γ-aminopropyl)-5,5-dimethylhydantoin NCCCN1C(=O)N(C(=O)C1(C)C)CCCN